COC=1C=CC=C2C=NC=NC12 8-methoxy-quinazoline